tert-Butyl (S)-(2'-(methylthio)-4'-morpholino-3,4,5',8'-tetrahydro-2H-spiro[naphthalene-1,7'-pyrano[4,3-d]pyrimidin]-7-yl)carbamate CSC=1N=C(C2=C(N1)C[C@@]1(OC2)CCCC2=CC=C(C=C21)NC(OC(C)(C)C)=O)N2CCOCC2